benzyl (2-methyl-4-(6-(tetrahydro-2H-pyran-4-yl)pyrrolo[2,1-f][1,2,4]triazin-4-yl)benzyl)carbamate Benzyl-(4-(6-bromopyrrolo[2,1-f][1,2,4]triazin-4-yl)-2-methylbenzyl)carbamate C(C1=CC=CC=C1)N(C(O)=O)CC1=C(C=C(C=C1)C1=NC=NN2C1=CC(=C2)Br)C.CC2=C(CNC(OCC1=CC=CC=C1)=O)C=CC(=C2)C2=NC=NN1C2=CC(=C1)C1CCOCC1